ClC1=CC(=NC=C1)[C@H]1CN2[C@H](CO1)CN(CC2)C(=O)C2=C(C(=CC=C2)OC)Cl [(3R,9aS)-3-(4-chloro-2-pyridyl)-3,4,6,7,9,9a-hexahydro-1H-pyrazino[2,1-c][1,4]oxazin-8-yl]-(2-chloro-3-methoxyphenyl)methanone